COCCOCCOCCOCCOC(C)OC=1C=C(C=C(C1C1C(CCC(=C1)C)C(=C)C)O)CCCCC 6-((2,5,8,11,14-pentaoxahexadecan-15-yl)oxy)-5'-methyl-4-pentyl-2'-(prop-1-en-2-yl)-1',2',3',4'-tetrahydro-[1,1'-biphenyl]-2-ol